C1(=CC=C(C=C1)CNC1=CC(=NC=2N1N=CC2CC)NC[C@@H]2[C@H](CNCC2)O)C2=CC=CC=C2 (3R,4R)-4-(((7-(([1,1'-biphenyl]-4-ylmethyl)amino)-3-ethylpyrazolo[1,5-a]pyrimidin-5-yl)amino)methyl)piperidin-3-ol